benzo[d]thiazole-6-sulfonyl chloride S1C=NC2=C1C=C(C=C2)S(=O)(=O)Cl